6-chloro-7-(difluoromethyl)-N-[5-(3,3-difluoropropyl)-4-methoxy-pyrimidin-2-yl]-1H-indole-3-sulfonamide ClC1=CC=C2C(=CNC2=C1C(F)F)S(=O)(=O)NC1=NC=C(C(=N1)OC)CCC(F)F